FC=1C=C(C=NC1OC)C=1C2=C(N(N1)C=1C=NN(C1)CC1CCN(CC1)C(=O)OC(C)(C)C)CCOCC2 tert-Butyl 4-((4-(3-(5-fluoro-6-methoxypyridin-3-yl)-4,5,7,8-tetrahydro-1H-oxepino[4,5-c]pyrazol-1-yl)-1H-pyrazol-1-yl)methyl)piperidine-1-carboxylate